N-carbamylglutamate C(N)(=O)N[C@@H](CCC(=O)[O-])C(=O)[O-]